3-hydroxyethylbutanediol OCCC(CC(O)O)C